FCCOCCCOCCF 1,3-di(2-fluoroethoxy)propane